tert-butyl 3-bromo-8-azaspiro[4.5]decane-8-carboxylate BrC1CCC2(C1)CCN(CC2)C(=O)OC(C)(C)C